C(#N)C=1C=CC(=C2C=CC=NC12)N1C[C@@]2(C[C@@]2(C1)C(F)(F)F)C1=NN=C(O1)[C@@H]1OCCN(C1)CC(=O)N 2-((R)-2-(5-((1S,5R)-3-(8-cyanoquinolin-5-yl)-5-(trifluoromethyl)-3-azabicyclo[3.1.0]hexan-1-yl)-1,3,4-oxadiazol-2-yl)morpholino)acetamide